1-(4-Methoxyphenyl)-3-(7-((pyridin-3-ylmethyl)amino)quinazolin-2-yl)urea COC1=CC=C(C=C1)NC(=O)NC1=NC2=CC(=CC=C2C=N1)NCC=1C=NC=CC1